CN1N=C(C(=C1)NC(=O)C1=CC=CC(=N1)C=1CN(CCC1)C(=O)OC(C)(C)C)C1=NC=CC=C1 tert-Butyl 6-((1-methyl-3-(pyridin-2-yl)-1H-pyrazol-4-yl)carbamoyl)-5',6'-dihydro-[2,3'-bipyridin]-1'(2'H)-carboxylat